gamma-(N-butyl)aminopropyltrimethoxysilane ethyl-2-(2-methoxy-5-((1-methoxycyclopropyl)methyl)phenyl)acetate C(C)OC(CC1=C(C=CC(=C1)CC1(CC1)OC)OC)=O.C(CCC)NCCC[Si](OC)(OC)OC